C(C)(C)OC=1C=C(C=CC1)C(=C)B1OC(C(O1)(C)C)(C)C 2-(1-(3-isopropoxyphenyl)vinyl)-4,4,5,5-tetramethyl-1,3,2-dioxaborolane